FC(C(=O)O)(F)F.FC(C(=O)O)(F)F.NC1=CC=C(C(=N1)C)CNC([C@H](C)NC(=O)[C@@H]1NC[C@H](C1)CC1=CC=2C(=NSN2)C=C1)=O (2R,4S)-N-((S)-1-(((6-Amino-2-methylpyridin-3-yl)methyl)amino)-1-oxopropan-2-yl)-4-(benzo[c][1,2,5]thiadiazol-5-ylmethyl)pyrrolidine-2-carboxamide Di-trifluoroacetate salt